4-(4-methylpiperazin-1-yl)-1H-pyrrolo[2,3-b]pyridine-3-carbonitrile CN1CCN(CC1)C1=C2C(=NC=C1)NC=C2C#N